FC(C1=CC=C(OCC(=O)N[C@@H]2CC[C@H](OC2)C(=O)NC2=NC3=CC=C(C=C3C=C2)C(F)(F)F)C=C1)(F)F (2S,5R)-5-[[2-[4-(trifluoromethyl)phenoxy]acetyl]amino]-N-[6-(trifluoromethyl)-2-quinolyl]tetrahydropyran-2-carboxamide